ClC1=C(C=CC=C1[N+](=O)[O-])C1=NC=NN1C(F)F 5-(2-chloro-3-nitrophenyl)-1-(difluoromethyl)-1H-1,2,4-triazole